NC1=C(C(=NC=N1)C(C(=O)O)(CC(C)C)C)NS(=O)(=O)O 2-(6-amino-5-sulfoamino-pyrimidin-4-yl)-2,4-dimethyl-pentanoic acid